4-((4bS,5R,6S,7aR)-4b,5-dihydroxy-4-methoxy-6-(((2-methoxyethyl)amino)methyl)-7-phenyl-4b,5,6,7-tetrahydro-7aH-cyclopenta[4,5]furo[2,3-c]pyridin-7a-yl)benzonitrile hydrochloride Cl.O[C@@]12[C@@](OC=3C=NC=C(C31)OC)(C([C@H]([C@H]2O)CNCCOC)C2=CC=CC=C2)C2=CC=C(C#N)C=C2